tert-butyl (R)-6-(4-(2-hydroxyphenyl)piperidin-1-yl)-2-azaspiro[3.4]octane-2-carboxylate OC1=C(C=CC=C1)C1CCN(CC1)[C@H]1CC2(CN(C2)C(=O)OC(C)(C)C)CC1